4-(carboxyamino)piperidine-4-carboxylic acid C(=O)(O)NC1(CCNCC1)C(=O)O